dipropyleneglycol CC(COC(C)CO)O